methyl 5-(3,3-dicyanopropylsulfanyl)-3-ethylsulfanyl-pyridine-2-carboxylate C(#N)C(CCSC=1C=C(C(=NC1)C(=O)OC)SCC)C#N